C(C)OC1=NC(=CC=C1C(=O)NC[C@@H](O)[C@H]1N(CC2=CC(=CC=C2C1)O)C(=O)OC(C)(C)C)N1CCN(CC1)C(=O)OC tert-Butyl (3S)-3-[(1R)-2-[[2-ethoxy-6-(4-methoxycarbonylpiperazin-1-yl)pyridine-3-carbonyl]-amino]-1-hydroxy-ethyl]-7-hydroxy-3,4-dihydro-1H-isoquinoline-2-carboxylate